3-(4-dibenzothienyl)biphenyl C1=CC=C(C=2SC3=C(C21)C=CC=C3)C=3C=C(C=CC3)C3=CC=CC=C3